OC=1C(=NC=CC1OC)C(=O)N[C@H](C(=O)OC1C(CC1)(C)C1=CC=C(C=C1)F)C [2-(4-fluoro phenyl)-2-methyl-cyclobutyl] (2S)-2-[(3-hydroxy-4-methoxy-pyridine-2-carbonyl) amino]propanoate